2-methyl-6,6a,7,8,9,10-hexahydrobenzo[b]pyrido[1,2-d][1,4]oxazine-7-carboxamide CC1=CC2=C(OCC3N2CCCC3C(=O)N)C=C1